5-(3,4-difluorophenyl)-N-[4-[(6,7-dimethoxy-1,5-naphthyridin-4-yl)oxy]-3-fluorophenyl]-1,2,6-trimethyl-4-oxopyridine-3-carboxamide FC=1C=C(C=CC1F)C=1C(C(=C(N(C1C)C)C)C(=O)NC1=CC(=C(C=C1)OC1=CC=NC2=CC(=C(N=C12)OC)OC)F)=O